trihomomethionine CSCCCCCC(C(=O)O)N